3-(tert-butyl)-N-(3-fluoro-2-methyl-4-(4,4,5,5-tetramethyl-1,3,2-dioxaborolan-2-yl)benzyl)-1,2,4-oxadiazole-5-carboxamide C(C)(C)(C)C1=NOC(=N1)C(=O)NCC1=C(C(=C(C=C1)B1OC(C(O1)(C)C)(C)C)F)C